C(C=C)(=O)N1C(CC(CC1)N1C=NC=2C(=NC=3C(=C(C(=CC3C21)Cl)C2=C(C=CC=C2)Cl)F)N2CC(C2)N(C)C)CC#N 2-(1-acryloyl-4-(8-chloro-7-(2-chlorophenyl)-4-(3-(dimethylamino)-azetidin-1-yl)-6-fluoro-1H-imidazo[4,5-c]quinolin-1-yl)piperidin-2-yl)acetonitrile